FC1(CN(CCC1COS(=O)(=O)C1=CC=C(C=C1)C)C(=O)OC(C)(C)C)F tert-butyl 3,3-difluoro-4-{[(4-methylbenzenesulfonyl)oxy]methyl}piperidine-1-carboxylate